ammonium triformate C(=O)[O-].C(=O)[O-].C(=O)[O-].[NH4+].[NH4+].[NH4+]